5-(2,4-dimethoxypyrimidin-5-yl)-1,3-dimethyl-pyrazolo[3,4-c]pyridazine COC1=NC=C(C(=N1)OC)C=1C=C2C(=NN1)N(N=C2C)C